2-(2-((3r,4r)-3-amino-4-fluoro-1-piperidinyl)-5,6-difluoro-1H-benzoimidazol-1-yl)-N-ethylacetamide N[C@@H]1CN(CC[C@H]1F)C1=NC2=C(N1CC(=O)NCC)C=C(C(=C2)F)F